6-bromo-N-((6-cyclopropyl-[1,2,4]triazolo[1,5-a]pyridin-2-yl)methyl)pyrimidin-4-amine BrC1=CC(=NC=N1)NCC1=NN2C(C=CC(=C2)C2CC2)=N1